(S)-N-(2-(2,6-dioxopiperidin-3-yl)-1-oxoisoindolin-5-yl)-2-((2,2,2-trifluoroethoxy)methyl)indoline-1-carboxamide O=C1NC(CCC1N1C(C2=CC=C(C=C2C1)NC(=O)N1[C@@H](CC2=CC=CC=C12)COCC(F)(F)F)=O)=O